FC=1C=NC=C(C1N1C(N(C=2C=NC=3C=C(C(=CC3C21)C=2C=NN(C2)C)OC)C)=O)OC([2H])([2H])[2H] 1-[3-Fluoro-5-(trideuteriomethoxy)-4-pyridyl]-7-methoxy-3-methyl-8-(1-methylpyrazol-4-yl)imidazo[4,5-c]quinolin-2-one